O\C=C(/C#N)\C1=CC(=CC=C1)OC (Z)-3-hydroxy-2-(3-methoxyphenyl)acrylonitrile